FC1=NC=C(C=C1C(=O)O)N1CCCC1 2-fluoro-5-pyrrolidin-1-yl-pyridin-3-carboxylic acid